2-[2-Chloro-4-fluoro-5-(7-morpholin-4-yl-quinazolin-4-yl)-phenyl]-N-methyl-2-(3-methyl-pyrazin-2-yl)acetamide ClC1=C(C=C(C(=C1)F)C1=NC=NC2=CC(=CC=C12)N1CCOCC1)C(C(=O)NC)C1=NC=CN=C1C